rac-(5S,7S)-2-[(S)-ethylsulfinyl]-7-fluoro-5-phenyl-6,7-dihydro-5H-pyrrolo[1,2-b][1,2,4]triazole C(C)[S@](=O)C=1N=C2N(N1)[C@@H](C[C@@H]2F)C2=CC=CC=C2 |&1:9,11|